C[C@H]1NC[C@@H]1N1N=NC=C1 (2R,3S)-2-methyl-3-(1H-1,2,3-triazol-1-yl)azetidin